N-(3-(tert-butyl)isoxazol-5-yl)-2-(4-(5-(1-methyl-1H-pyrazol-4-yl)-1H-benzo[d][1,2,3]triazol-1-yl)phenyl)acetamide boron [B].C(C)(C)(C)C1=NOC(=C1)NC(CC1=CC=C(C=C1)N1N=NC2=C1C=CC(=C2)C=2C=NN(C2)C)=O